2,2,5,5-tetramethylpyrroline CC1(NC(CC1)(C)C)C